OC1=C(C=O)C=C(C=C1)OC([2H])([2H])[2H] 2-hydroxy-5-(methoxy-d3)benzaldehyde